C(C)OC(=O)C1=CNC(=C(C1=O)Br)C(C)(C)C 5-bromo-6-(tert-butyl)-4-oxo-1,4-dihydropyridine-3-carboxylic acid ethyl ester